OC1(CC(C1)C(=O)N1CC2(C1)CCC(CC2)C2=NC(=C(C=C2)C)C(C)C)C ((1s,3s)-3-Hydroxy-3-methylcyclobutyl)(7-(6-isopropyl-5-methylpyridin-2-yl)-2-azaspiro[3.5]nonan-2-yl)methanone